ClC1=C(C=CC=C1F)[C@H](C1COC1)C1=NC2=C(C=NC(=C2)C(=O)N[C@H](C)\C=C\S(=O)(=O)C)N1 ((S)-(2-chloro-3-fluorophenyl)(oxetan-3-yl)methyl)-N-((R,E)-4-(methylsulfonyl)but-3-en-2-yl)-3H-imidazo[4,5-c]pyridine-6-carboxamide